2-[[5-(6-chloro-3-pyridyl)-3-methyl-triazol-4-yl]methyl]-5-[(2R)-2-methylpyrrolidin-1-yl]pyridazin-3-one ClC1=CC=C(C=N1)C1=C(N(N=N1)C)CN1N=CC(=CC1=O)N1[C@@H](CCC1)C